sodium lactate salt C(C(O)C)(=O)[O-].[Na+]